trans-4-((3-(2-Cyclopropylthiazol-5-yl)phenyl)((trans-4-(5-methoxy-6-methylpyridin-2-yl)cyclohexyl)methyl)carbamoyl)cyclohexanecarboxylic acid C1(CC1)C=1SC(=CN1)C=1C=C(C=CC1)N(C(=O)[C@@H]1CC[C@H](CC1)C(=O)O)C[C@@H]1CC[C@H](CC1)C1=NC(=C(C=C1)OC)C